3-hydroxyadipyl-coenzyme A OC(CC(=O)SCCNC(CCNC([C@@H](C(COP(OP(OC[C@@H]1[C@H]([C@H]([C@@H](O1)N1C=NC=2C(N)=NC=NC12)O)OP(=O)(O)O)(=O)O)(=O)O)(C)C)O)=O)=O)CCC(=O)O